N-(3-Aminopropyl)-2-pyrrolidon NCCCN1C(CCC1)=O